quinoline-7-carboxamide N1=CC=CC2=CC=C(C=C12)C(=O)N